C(C)C(C(=O)[O-])CCCC.C(C)C(C(=O)[O-])CCCC.C(C)C(C(=O)[O-])CCCC.[Cr+3].CSC1=C(C(=O)NC2=C(C=CC=C2)C(NCCCN2CCOCC2)=O)C=CC=N1 2-(methylthio)-N-(2-((3-morpholinopropyl)carbamoyl)phenyl)nicotinamide Chromium tris(2-ethylhexanoate)